(2S)-2-[4-bromo-2-(1,2-oxazol-5-yl)phenoxy]-N-cyclobutoxypropanamide BrC1=CC(=C(O[C@H](C(=O)NOC2CCC2)C)C=C1)C1=CC=NO1